5-[6-(Cyclopentylmethyl)-3-(1H-imidazol-5-yl)imidazo[1,2-a]pyrimidin-2-yl]-3-(trifluoromethyl)-1H-1,2,4-triazole, trifluoroacetate salt FC(C(=O)O)(F)F.C1(CCCC1)CC=1C=NC=2N(C1)C(=C(N2)C2=NC(=NN2)C(F)(F)F)C2=CN=CN2